(1S,2S)-2-fluoro-N-{4-[6-(1-hydroxypropyl)-4-methylpyridin-3-yl]-[1,2,4]triazolo[1,5-a]1,6-naphthyridin-8-yl}cyclopropane-1-carboxamide F[C@@H]1[C@@H](C1)C(=O)NC1=NC=C2C=C(C=3N(C2=C1)N=CN3)C=3C=NC(=CC3C)C(CC)O